C(C)(=O)N[C@@H]1C[C@H](CCC1)C(=O)NC1=NC=C(C(=C1)C1=C2N(N=C1)CC(C2)(C)C)F |r| racemic-trans-3-acetamido-N-(4-(5,5-dimethyl-5,6-dihydro-4H-pyrrolo[1,2-b]pyrazol-3-yl)-5-fluoropyridin-2-yl)cyclohexane-1-carboxamide